tert-Butyl (R)-3-(4-(5-((bis(tert-butoxycarbonyl)amino)methyl)-1-(3-((tert-butoxycarbonyl)amino)propyl)-1H-pyrazol-3-yl)phenoxy)-2-((tert-butyldimethylsilyl)-oxy)propanoate C(C)(C)(C)OC(=O)N(C(=O)OC(C)(C)C)CC1=CC(=NN1CCCNC(=O)OC(C)(C)C)C1=CC=C(OC[C@H](C(=O)OC(C)(C)C)O[Si](C)(C)C(C)(C)C)C=C1